C(CCCC)(=O)C1=C(C=CC=C1)C1=CC=CC=C1 pentanoyl-biphenyl